(2-ethynylphenyl)quinoxaline C(#C)C1=C(C=CC=C1)C1=NC2=CC=CC=C2N=C1